8-((2S,5R)-5-ethyl-4-((4-fluorophenyl)(5-(trifluoromethyl)pyridin-2-yl)methyl)-2-methylpiperazin-1-yl)-6-oxo-5,6-dihydro-1,5-naphthyridine-2-carbonitrile C(C)[C@H]1N(C[C@@H](N(C1)C1=CC(NC=2C=CC(=NC12)C#N)=O)C)C(C1=NC=C(C=C1)C(F)(F)F)C1=CC=C(C=C1)F